FC=1C(=CC=2C3=C(NC(C2C1)=O)COC[C@@H]3N(C(=O)C=3NC1=CC(=CC(=C1C3)F)F)C)F (R)-N-(8,9-difluoro-6-oxo-1,4,5,6-tetrahydro-2H-pyrano[3,4-c]isoquinolin-1-yl)-4,6-difluoro-N-methyl-1H-indole-2-carboxamide